N[C@@H](CC(=O)O)C(=O)N[C@@H](C(C)C)C(=O)O L-aspartyl-L-valine